(2-chloro-4-(1-(2,6-dichlorophenyl)azetidin-3-yl)-6-methylbenzyl)-3-methylazetidin-3-ol ClC1=C(CN2CC(C2)(O)C)C(=CC(=C1)C1CN(C1)C1=C(C=CC=C1Cl)Cl)C